CC1(C=CCO1)C1=CC(=C(C=C1)Cl)Cl 5-methyl-5-(3,4-dichlorophenyl)-2,5-dihydrofuran